(di-n-propylamino)diethylaminosilane C(CC)N(CCC)[SiH2]N(CC)CC